ethyl 2-(3-acetylpyridin-2-yl)-2,2-difluoroacetate C(C)(=O)C=1C(=NC=CC1)C(C(=O)OCC)(F)F